(P)-1-(5-fluoro-2-methoxy-4-((trifluoromethoxy)methyl)phenyl)-N-(isoxazol-3-yl)-N-(4-methoxybenzyl)-2-oxo-1,2-dihydroquinoline-6-sulfonamide FC=1C(=CC(=C(C1)N1C(C=CC2=CC(=CC=C12)S(=O)(=O)N(CC1=CC=C(C=C1)OC)C1=NOC=C1)=O)OC)COC(F)(F)F